C(C)(C)OC1=C(C2=CC=CC=C2C=C1)CC(C(=O)NN)OC1=CC=CC=C1 ((2-isopropoxynaphthalen-1-yl)methyl)-2-phenoxyacethydrazide